N1C(CCC=C1)=O 1,2,3,4-TETRAHYDROPYRIDONE